(S)-5-(3-cyano-5-fluorophenyl)-N-(1-cyclopropylethyl)-7-methylpyrazolo[1,5-a]Pyrimidine-3-carboxylic acid C(#N)C=1C=C(C=C(C1)F)C1=NC=2N(C(=C1)C)N(CC2C(=O)O)[C@@H](C)C2CC2